6-methyl-13-(2-methylphenyl)-12-(trifluoromethyl)-10-oxa-17λ6-thia-3,6,14,16,23-pentaazatetracyclo[16.3.1.111,15.03,8]tricosa-1(22),11,13,15(23),18,20-hexaene-2,17,17-trione CN1CCN2C(C=3C=CC=C(S(NC=4N=C(C(=C(OCC2C1)N4)C(F)(F)F)C4=C(C=CC=C4)C)(=O)=O)C3)=O